2-[3-(5-fluoro-6-methyl-2-pyridyl)-1H-pyrazol-4-yl]-7-(4,5,6,7-tetrahydropyrazolo[1,5-a]pyrimidin-3-yl)-1,5-naphthyridine FC=1C=CC(=NC1C)C1=NNC=C1C1=NC2=CC(=CN=C2C=C1)C=1C=NN2C1NCCC2